FC=1C(=NC(=NC1)NC=1C=CC(=NC1)NC(OC)=O)C1=CNC2=C(C=CC=C12)NC([C@@H](COC)N1CCN(CC1)C)=O Methyl (R)-(5-((5-fluoro-4-(7-(3-methoxy-2-(4-methylpiperazin-1-yl) propanamido)-1H-indol-3-yl)pyrimidin-2-yl)amino)pyridin-2-yl)carbamate